(R)-4-(1-methyl-1H-imidazol-4-yl)-N-(pyrrolidin-3-yl)-5-(trifluoromethyl)pyrimidin-2-amine CN1C=NC(=C1)C1=NC(=NC=C1C(F)(F)F)N[C@H]1CNCC1